C[C@H](CCC(C(C)C(=O)SCCNC(=O)CCNC(=O)[C@@H](C(C)(C)COP(=O)(O)OP(=O)(O)OC[C@@H]1[C@H]([C@H]([C@@H](O1)N2C=NC3=C(N=CN=C32)N)O)OP(=O)(O)O)O)O)[C@H]4CC[C@@H]5[C@@]4(CC[C@H]6[C@H]5[C@@H](C[C@H]7[C@@]6(CC[C@H](C7)O)C)O)C The molecule is a cholestanoyl-CoA formed by thioester linkage between 3alpha,7alpha,24-trihydroxy-5beta-cholestanoic acid and coenzyme A. It has a role as a human metabolite and a mouse metabolite. It derives from a 3alpha,7alpha,24-trihydroxy-5beta-cholestan-26-oic acid.